di-(p-trichloromethyl-phenyl)methylene(cyclopentadienyl)(3,6-di-tert-butylfluorenyl)zirconium dichloride [Cl-].[Cl-].ClC(C1=CC=C(C=C1)C(=[Zr+2](C1=CC(=CC=2C3=CC(=CC=C3CC12)C(C)(C)C)C(C)(C)C)C1C=CC=C1)C1=CC=C(C=C1)C(Cl)(Cl)Cl)(Cl)Cl